ClC1=C(C=C(C(=C1)F)C(=C)C)F 1-Chloro-2,5-difluoro-4-(prop-1-en-2-yl)benzene